IC=1C=NC(=NC1)NC=1C(=NN(C1)C1CCOCC1)C 5-iodo-N-(3-methyl-1-(tetrahydropyran-4-yl)-1H-pyrazol-4-yl)pyrimidin-2-amine